(quinazolin-8-ylmethyl)-1,3-oxazolidine-3-carboxamide N1=CN=CC2=CC=CC(=C12)CC1OCCN1C(=O)N